C(#N)C1CN(C1)S(=O)(=O)N1[C@H]2C[C@H]2[C@H](C1)C(=O)N1[C@H](CCC1)C(=O)NCC1=CC=C(C=C1)C(F)(F)F 1-(((1s,4r,5s)-2-((3-cyano-1-azetidinyl)sulfonyl)-2-azabicyclo[3.1.0]hex-4-yl)carbonyl)-N-(4-(trifluoromethyl)benzyl)-D-prolinamide